FC(C=1C=C(C=CC1C(F)(F)F)B(O)O)(F)F [3,4-bis(trifluoromethyl)phenyl]boronic acid